8-[(3-methyl-oxetan-3-yl)methyl]-2-{[(1S)-1-(naphthalen-2-yl)ethyl]amino}pyrido[2,3-d]pyrimidin-7(8H)-one CC1(COC1)CN1C(C=CC2=C1N=C(N=C2)N[C@@H](C)C2=CC1=CC=CC=C1C=C2)=O